C(C)C(C(=O)[O-])CCCC.[Si+4].C(C)C(C(=O)[O-])CCCC.C(C)C(C(=O)[O-])CCCC.C(C)C(C(=O)[O-])CCCC silicon (IV) 2-ethylhexanoate